COC1=C(C=CC=C1)[C@H]1C[C@@H]2[C@H](N(OC2(C)C)C)[C@H](C1)C |r| rac-(3aR,5R,7S,7aR)-5-(2-methoxyphenyl)-1,3,3,7-tetramethyloctahydro-benzo[c]isoxazole